S1N=NC(=C1)C=O Thiadiazole-4-formaldehyde